(S)-2-((S)-4-(4-cyanophenyl)-3,3-difluoropiperidin-1-yl)-N-(5-(2,4-difluorophenoxy)pyrazin-2-yl)propanamide C(#N)C1=CC=C(C=C1)[C@H]1C(CN(CC1)[C@H](C(=O)NC1=NC=C(N=C1)OC1=C(C=C(C=C1)F)F)C)(F)F